C(C)(=O)N[C@@](C(O)(C(C)=O)C(C)=O)([C@H](O)[C@H](O)CCCCCCCCCCCCCC)C(C)=O Tetra-acetylphytosphingosine